NC1=C(C=2C(=NC(=C(C2)C)C)N1C1=C(C(=CC=C1C)C1=NN=CN1COCC[Si](C)(C)C)C)C#N 2-Amino-1-(2,6-dimethyl-3-(4-((2-(trimethylsilyl)ethoxy)methyl)-4H-1,2,4-triazol-3-yl)phenyl)-5,6-dimethyl-1H-pyrrolo[2,3-b]pyridine-3-carbonitrile